2-(2-fluorophenyl)-4-[2-[[2-(5-fluoropyridin-3-yl)-8,8-dimethyl-7H-purino[8,9-b][1,3]thiazol-4-yl]amino]ethyl]phenol FC1=C(C=CC=C1)C1=C(C=CC(=C1)CCNC=1C=2N=C3SCC(N3C2N=C(N1)C=1C=NC=C(C1)F)(C)C)O